1,10-bis(p-aminophenoxy)decane NC1=CC=C(OCCCCCCCCCCOC2=CC=C(C=C2)N)C=C1